(E)-4-(3-(cyclopropylmethoxy)-4-(difluoromethoxy)styryl)-2,6-difluorophenol C1(CC1)COC=1C=C(/C=C/C2=CC(=C(C(=C2)F)O)F)C=CC1OC(F)F